COC1=CC=C(C=C1)CCCCN1N=NC(=C1)[Si](C)(C)C 1-(4-(4-methoxyphenyl)butyl)-4-(trimethylsilyl)-1H-1,2,3-triazole